BrCCCCCCC C1-bromoheptane